C(C)(C)(C)OC(=O)N1C(C2(CC1)CNCC2)C2=NC=NC=C2OC2=C(C=C(C=C2)F)P(=O)(C)C (5-(2-(dimethylphosphoryl)-4-fluorophenoxy)pyrimidin-4-yl)-2,7-diazaspiro[4.4]nonane-2-carboxylic acid tert-butyl ester